CC1=C(C(=CC=C1)C)C=1N=C2NS(C=3C=CC=C(C(N([C@@H](COC(C1)=N2)CC(C)C)C2CC(C2)O)=O)C3)(=O)=O (11R)-6-(2,6-dimethylphenyl)-12-(3-hydroxycyclobutyl)-11-isobutyl-2,2-dioxo-9-oxa-2λ6-thia-3,5,12,19-tetrazatricyclo[12.3.1.14,8]nonadeca-1(18),4,6,8(19),14,16-hexaen-13-one